(Z)-benzyl hept-6-enamido(methylthio)methylenecarbamate C(CCCCC=C)(=O)N/C(/SC)=N/C(OCC1=CC=CC=C1)=O